COC1C=CC(C=O)=CC=1 anisaldehyde